COC=1C=C(C=C(C1)OC)N(C(=O)C=1N=C(SC1)C#C)[C@H]1CN(CC1)C(C(F)(F)F)=O (R)-N-(3,5-Dimethoxyphenyl)-2-ethynyl-N-(1-(2,2,2-trifluoroacetyl)pyrrolidin-3-yl)thiazole-4-carboxamide